1-(3,5-dichloro-4-fluorophenyl)2,2,2-Trifluoroethanone ClC=1C=C(C=C(C1F)Cl)C(C(F)(F)F)=O